5-chloro-N-(3-cyclopropyl-5-(((3s,5r)-3-methyl-5-methylpiperazin-1-yl)methyl)phenyl)-4-(6-methyl-1H-indol-3-yl)pyrimidin-2-amine ClC=1C(=NC(=NC1)NC1=CC(=CC(=C1)CN1C[C@@H](N[C@@H](C1)C)C)C1CC1)C1=CNC2=CC(=CC=C12)C